O1CCN(CC1)CCCN1C(C=2C(=CC=3C(N(C(C=4C3C2C(C1=O)=CC4C4=CC(=CC=C4)CN4CCCC4)=O)CCCN4CCOCC4)=O)NCCN4CCCC4)=O 2,7-bis(3-morpholinopropyl)-4-((2-(pyrrolidin-1-yl)ethyl)amino)-9-(3-(pyrrolidin-1-ylmethyl)phenyl)benzo[lmn][3,8]phenanthroline-1,3,6,8(2H,7H)-tetraone